tert-butyl 5-((3-(2,6-dioxopiperidin-3-yl)-1-methyl-1H-indazol-7-yl)amino)octahydro-2H-isoindole-2-carboxylate O=C1NC(CCC1C1=NN(C2=C(C=CC=C12)NC1CC2CN(CC2CC1)C(=O)OC(C)(C)C)C)=O